[2H]C1=C(C(=C2C(=C1[2H])C(=C(C3=C(C(=C(C(=C32)[2H])[2H])[2H])[2H])[2H])[2H])[2H])[2H] phenanthrene-d10